C(C)(C)(C)OC(C1=C(C(=C(C(=C1)Br)F)F)C)=O 5-bromo-3,4-difluoro-2-methylbenzoic acid tert-butyl ester